O=C1N(CCC(N1)=O)[C@H]1CC[C@H](O1)C=O (2S,5R)-5-(2,4-dioxotetrahydropyrimidin-1(2H)-yl)tetrahydrofuran-2-carbaldehyde